N-benzyl-2-(naphthalen-1-yl)pyridine C(C1=CC=CC=C1)N1C(C=CC=C1)C1=CC=CC2=CC=CC=C12